4-(trifluoroethoxy)phenylboronic acid FC(COC1=CC=C(C=C1)B(O)O)(F)F